[3-(acryloylamino)-propyl]trimethyl-ammonium chloride [Cl-].C(C=C)(=O)NCCC[N+](C)(C)C